BrC=1C=C2C(CNC(C2=CC1)=O)(F)F 6-bromo-4,4-difluoro-2,3-dihydroisoquinolin-1-one